9-(2-benzyl-6-chloro-3-oxo-2,3-dihydropyridazin-4-yl)-1-(3,4-difluorophenyl)-1,9-diazaspiro[5.5]undecane-2-one Sodium hydride [H-].[Na+].C(C1=CC=CC=C1)N1N=C(C=C(C1=O)N1CCC2(CCCC(N2C2=CC(=C(C=C2)F)F)=O)CC1)Cl